tert-butyl (R)-3-(3-chloro-2-methylphenyl)-3-((2-methyl-1-oxo-2,3,4,5-tetrahydro-1H-benzo[c]azepin-8-yl)amino)pyrrolidine-1-carboxylate ClC=1C(=C(C=CC1)[C@]1(CN(CC1)C(=O)OC(C)(C)C)NC=1C=CC2=C(C(N(CCC2)C)=O)C1)C